tert-butyl 4-[4-fluoro-5-[(4-fluoro-2-methylindazol-6-yl)carbamoyl]thiophen-2-yl]piperidine-1-carboxylate FC=1C=C(SC1C(NC=1C=C(C2=CN(N=C2C1)C)F)=O)C1CCN(CC1)C(=O)OC(C)(C)C